C12CC(CC(CC1)N2)OC=2C=C1C(=NC=NC1=CC2OC)NC2=C(C(=C(C=C2)OC2=CC1=C(N(C=N1)C)C=C2)C)F 6-((8-Azabicyclo[3.2.1]octan-3-yl)oxy)-N-(2-fluoro-3-methyl-4-((1-methyl-1H-benzo[d]imidazol-5-yl)oxy)phenyl)-7-methoxyquinazolin-4-amine